COC[C@@H](C)NC1=NC=CC(=C1)CN1C(N(C(C1(C)C)=O)C1=CC=C2C(CN(C2=C1)C)(C)C)=O (R)-1-((2-((1-methoxypropan-2-yl)amino)pyridin-4-yl)methyl)-5,5-dimethyl-3-(1,3,3-trimethylindolin-6-yl)imidazolidine-2,4-dione